α-Methyl-L-tyrosine C[C@](N)(CC1=CC=C(C=C1)O)C(=O)O